phenanthrenesulfonate C1(=CC=CC=2C3=CC=CC=C3C=CC12)S(=O)(=O)[O-]